C1(CCCCCC1)CN1N=CC2=CC=C(C=C12)C(=O)N (cycloheptylmethyl)-1H-indazole-6-carboxamide